C(C1=CC=CC=C1)OC(=O)NCCC[C@@H](C(=O)O)NC(C1=C(C=CC=C1OC)OC)=O (S)-5-(((Benzyloxy)carbonyl)amino)-2-(2,6-dimethoxybenzamido)pentanoic acid